Behenyl-stearyl-aminopropanediol C(CCCCCCCCCCCCCCCCCCCCC)C(C(O)(O)N)(C)CCCCCCCCCCCCCCCCCC